2,4,6-trimethylbenzoyl-9-oxo-2-methoxy-9-phosphafluorene CC1=C(C(=O)C2=C(C=CC=3C4=CC=CC=C4P(C23)=O)OC)C(=CC(=C1)C)C